N1C=CC2=C(C=CC=C12)CNC(C1=CC=C(C=C1)NC(COC1=C(C=CC=C1)OC)=O)=O N-[(1H-indol-4-yl)methyl]-4-[(2-methoxyphenoxy)acetamido]benzamide